1-((1-((R)-3-cyclohexyl-2-methylpropionyl)-4-hydroxy-3,3-dimethylpiperidine-4-Yl)methyl)-[4,5'-bipyrimidine]-6(1H)-one C1(CCCCC1)C[C@H](C(=O)N1CC(C(CC1)(O)CN1C=NC(=CC1=O)C=1C=NC=NC1)(C)C)C